1-((1R,5S,6r) or (1R,5S,6s)-6-(((3-fluoro-6-(1-methyl-1H-pyrazol-4-yl)pyrazolo[1,5-a]pyridin-4-yl)oxy)methyl)-3-azabicyclo[3.1.1]heptan-3-yl)prop-2-en-1-one FC=1C=NN2C1C(=CC(=C2)C=2C=NN(C2)C)OCC2[C@H]1CN(C[C@@H]2C1)C(C=C)=O